4-(4-((1R,5S)-3,8-diazabicyclo[3.2.1]octan-3-yl)-8-fluoro-2-(((2R,7aS)-2-fluorotetrahydro-1H-pyrrolizin-7a(5H)-yl)methoxy)quinazolin-7-yl)-5-ethynylnaphthalen-2-ol [C@H]12CN(C[C@H](CC1)N2)C2=NC(=NC1=C(C(=CC=C21)C2=CC(=CC1=CC=CC(=C21)C#C)O)F)OC[C@]21CCCN1C[C@@H](C2)F